N1CC(C1)NC=1C=CC(=C(C(=O)N[C@H](C)C2=CC(=CC=C2)C=2SC=CC2)C1)Cl (R)-5-(azetidin-3-ylamino)-2-chloro-N-(1-(3-(thiophen-2-yl)phenyl)ethyl)benzamide